FC(=CCN)F 3,3-DIFLUOROALLYLAMINE